C(C)S(=O)(=O)C1=NN2C(N=C(C=C2)NCC(C)(C)C)=C1C1=NC=C(N=C1)OCC(C(F)(F)F)(F)F 2-(ethylsulfonyl)-N-neopentyl-3-(5-(2,2,3,3,3-pentafluoropropoxy)pyrazin-2-yl)pyrazolo[1,5-a]pyrimidin-5-amine